FC=1C=C(C=C2C(=CC=NC12)C(=O)O)C1=NC(=NC=C1F)NC1CCN(CC1)S(=O)(=O)C 8-Fluoro-6-(5-fluoro-2-((1-(methylsulfonyl)piperidin-4-yl)amino)pyrimidin-4-yl)quinoline-4-carboxylic acid